(1S,2S)-2-[5-(3-bromo-4-trifluoromethyl-benzylamino)-pyridin-2-yl]Cyclopropanecarboxylic acid ethyl ester C(C)OC(=O)[C@@H]1[C@H](C1)C1=NC=C(C=C1)NCC1=CC(=C(C=C1)C(F)(F)F)Br